(R)-2-(1H-pyrazol-4-yl)-7-(1-pyrazol-1-yl-ethyl)-12-oxa-3-thia-6-azatricyclo[6.4.1.04,13]trideca-1,4(13),7-trien-5-one N1N=CC(=C1)C1=C2OCCCC3=C(NC(C(S1)=C23)=O)[C@@H](C)N2N=CC=C2